2-(6-{5-chloro-2-[(oxan-4-yl)amino]pyrimidin-4-yl}-1-oxo-2,3-dihydro-1H-isoindol-2-yl)-N-{1-[3-(1H-imidazol-1-yl)phenyl]ethyl}acetamide ClC=1C(=NC(=NC1)NC1CCOCC1)C1=CC=C2CN(C(C2=C1)=O)CC(=O)NC(C)C1=CC(=CC=C1)N1C=NC=C1